(1R,3aS,7aR)-1-((R)-6-hydroxy-6-methylhept-2-yl)-7-methyl-octahydro-1H-inden-4-ol OC(CCC[C@@H](C)[C@H]1CC[C@@H]2C(CCC([C@H]12)C)O)(C)C